(-)-nerolidol CC(=CCC/C(=C/CC[C@](C)(C=C)O)/C)C